(S)-N-(4-(3-aminopiperidin-1-yl)-5-(1-(1-methylpiperidin-4-yl)-1H-pyrazol-4-yl)pyridin-2-yl)-2-(2-fluoro-6-methoxyphenyl)pyrimidin-4-amine hydrochloride Cl.N[C@@H]1CN(CCC1)C1=CC(=NC=C1C=1C=NN(C1)C1CCN(CC1)C)NC1=NC(=NC=C1)C1=C(C=CC=C1OC)F